The molecule is the conjugate base of 3-cyano-L-alanine; major species at pH 7.3. It is a L-alpha-amino acid anion and a cyanoamino acid anion. It is a conjugate base of a 3-cyano-L-alanine and a 3-cyano-L-alanine zwitterion. C(C#N)[C@@H](C(=O)[O-])N